5-(methylthio)-1,3,4-thiadiazol-2-amine CSC1=NN=C(S1)N